N1(CCC1)C[C@H](C(C)C)N(C(C1=CC(=C(C=C1)F)Cl)=O)C (S)-N-(1-(Azetidin-1-yl)-3-methylbutan-2-yl)-3-chloro-4-fluoro-N-methylbenzamide